(3-(trifluoromethyl)-1H-pyrazol-1-yl)methanone FC(C1=NN(C=C1)C=O)(F)F